C(C)(C)(C)OC(=O)N(C(OC(C)(C)C)=O)CCCC\C=C\B1OC(C(O1)(C)C)(C)C Tert-butyl N-tert-butoxycarbonyl-N-[(E)-6-(4,4,5,5-tetramethyl-1,3,2-dioxaborolan-2-yl)hex-5-enyl]carbamate